5-oxo-4,5-dihydro-1,2,4-oxadiazol O=C1NC=NO1